(3S,4S)-8-[5-(2H-indazol-6-yl)-6-methylimidazo[1,5-a]pyrazin-8-yl]-3-methyl-2-oxa-8-azaspiro[4.5]decan-4-amine N=1NC=C2C=CC(=CC12)C1=C(N=C(C=2N1C=NC2)N2CCC1([C@@H]([C@@H](OC1)C)N)CC2)C